4-benzyl-2,6-dibromo-4H-thiazolo[5',4':4,5]pyrrolo[3,2-b]pyridine C(C1=CC=CC=C1)N1C2=C(C3=NC=C(C=C31)Br)SC(=N2)Br